[Si](C)(C)(C(C)(C)C)OCCC(C)C1=C2C=C(N=CC2=C(C=C1)N1[C@@H]([C@H](C1)N(S(=O)(=O)C)C)C)Cl N-((2r,3s)-1-(5-(4-((tert-butyldimethylsilyl)oxy)butan-2-yl)-3-chloroisoquinolin-8-yl)-2-methylazetidin-3-yl)-N-methylmethanesulfonamide